C(C(=O)O)(=O)O.C(C)N(C(C1=C(C=CC(=C1)F)OC1=C(N=CN=N1)N1CC2(CN(C2)[C@@H](C(C)C)CCCN(C)CCOC)CC1)=O)C(C)C (R)-N-ethyl-5-fluoro-N-isopropyl-2-((5-(2-(6-((2-methoxyethyl)(methyl)-amino)-2-methylhexan-3-yl)-2,6-diazaspiro[3.4]octan-6-yl)-1,2,4-triazin-6-yl)oxy)-benzamide oxalate salt